(S)-2-((6,7-Dichloro-2-(1,4-dioxane-2-carbonyl)-10-(1H-pyrazol-4-yl)-1,2,3,4-tetrahydropyrazino[1,2-a]indol-9-yl)oxy)acetonitrile ClC1=C(C=C(C=2C(=C3N(C12)CCN(C3)C(=O)[C@H]3OCCOC3)C=3C=NNC3)OCC#N)Cl